ClC1=CC=C2C=NC=NC2=C1NC1=C(C(=CC=C1C)OC)C 7-chloro-N-(3-methoxy-2,6-dimethylphenyl)quinazolin-8-amine